BrC1=NN2C(C(=NC=C2)N2CC(C(C2)(F)F)OCCN2CCOCC2)=C1 4-[2-[1-(2-bromopyrazolo[1,5-a]pyrazin-4-yl)-4,4-difluoro-pyrrolidin-3-yl]oxyethyl]morpholine